(R)-2-(dimethylamino)propionamide hydrochloride Cl.CN([C@@H](C(=O)N)C)C